rel-(2S,3R,4R,5S)-4-[[3-(3,4-difluorophenyl)-4,5-dimethyl-5-(trifluoromethyl)tetrahydrofuran-2-carbonyl]amino]pyridine-2-carboxamide FC=1C=C(C=CC1F)[C@@H]1[C@H](O[C@@]([C@@H]1C)(C(F)(F)F)C)C(=O)NC1=CC(=NC=C1)C(=O)N |o1:8,9,11,12|